(1R,3S,4R)-2-((R)-2-((3-chlorophenyl)amino)-3-cyclopropylpropanoyl)-N-((S)-1-cyano-2-((R)-2-oxopiperidin-3-yl)ethyl)-5,5-difluoro-2-azabicyclo[2.2.2]octane-3-carboxamide ClC=1C=C(C=CC1)N[C@@H](C(=O)N1[C@H]2CC([C@@H]([C@H]1C(=O)N[C@@H](C[C@@H]1C(NCCC1)=O)C#N)CC2)(F)F)CC2CC2